C(C)C1=CC(=C(C=C1)NS(=O)(=O)C1=CC=C(C=C1)O)CCC(CC)O N-(4-ethyl-2-(3-hydroxypentyl)phenyl)-4-hydroxybenzenesulfonamide